7-(2-Oxazolylthio)-3-(phenylmethyl)-3H-1,2,3-triazolo[4,5-d]pyrimidine O1C(=NC=C1)SC=1C2=C(N=CN1)N(N=N2)CC2=CC=CC=C2